nickel-cobalt-tungsten lithium [Li].[W].[Co].[Ni]